N1(CCCC1)C1=CC(=C(C=N1)N)N 6-(pyrrolidin-1-yl)pyridine-3,4-diamine